4-butyl-1,3-pentadiene C(CCC)C(=CC=C)C